N,N-dimethyl-trifluoroethoxysulfonamide CN(S(=O)(=O)OCC(F)(F)F)C